N1C(=CC=C1)OC=1NC=CC1 azolylether